C(C1=CC=CC=C1)C(=S)SCCC(=O)O 3-(benzylthiocarbonylthio)propionic acid